C(#N)C=1C=C(C=CC1OC(C)C)C1=NC(=NO1)C1=CC=C(C2=CC=CC=C12)CN1[C@@H](CCC1)C(=O)O ((4-(5-(3-cyano-4-isopropoxyphenyl)-1,2,4-oxadiazol-3-yl)naphthalen-1-yl)methyl)proline